8-bromooctanoic acid undecyl ester C(CCCCCCCCCC)OC(CCCCCCCBr)=O